C1CCN2CCCC12CC#N 2-(hexahydropyrrolizin-7a-yl)acetonitrile